NCC1=CC=C(S1)C=1C=C(C=CC1)S(=O)(=O)N1CCC2(CC(CO2)NC[C@@H](COC=2C=C(C=CC2)S(=O)(=O)NC)O)CC1 3-((2S)-3-(8-(3-(5-(aminomethyl)thiophen-2-yl)phenylsulfonyl)-1-oxa-8-azaspiro[4.5]dec-3-ylamino)-2-hydroxypropoxy)-N-methylbenzenesulfonamide